2-Cyano-3-isopropyl-N-(1-(2-methoxy-6-methylpyridin-4-yl)-1H-indazol-6-yl)isonicotinamide C(#N)C=1C(=C(C(=O)NC2=CC=C3C=NN(C3=C2)C2=CC(=NC(=C2)C)OC)C=CN1)C(C)C